Di-tert-butyl {9-[4-(diethoxyphosphoryl)butyl]-9H-carbazole-3,6-diyl}dicarbamate C(C)OP(=O)(OCC)CCCCN1C2=CC=C(C=C2C=2C=C(C=CC12)NC(OC(C)(C)C)=O)NC(OC(C)(C)C)=O